N-((1r,4r)-4-(difluoromethyl)cyclohexyl)-1-(5-(5-fluoro-2-methoxypyridin-4-yl)-1H-pyrazole-3-carbonyl)piperidine-4-carboxamide FC(C1CCC(CC1)NC(=O)C1CCN(CC1)C(=O)C1=NNC(=C1)C1=CC(=NC=C1F)OC)F